tetrakis(2,4-di-tert-butylphenyl)-biphenylene diphosphonate P(=O)(O)OP(=O)O.C(C)(C)(C)C1=C(C=CC(=C1)C(C)(C)C)C1=C(C(=C(C=2C3=CC=CC=C3C12)C1=C(C=C(C=C1)C(C)(C)C)C(C)(C)C)C1=C(C=C(C=C1)C(C)(C)C)C(C)(C)C)C1=C(C=C(C=C1)C(C)(C)C)C(C)(C)C